2-bromo-N-(3-cyano-5-fluoro-2-hydroxy-4-(1-methyl-1H-pyrazol-5-yl)phenyl)-2,2-difluoroacetamide BrC(C(=O)NC1=C(C(=C(C(=C1)F)C1=CC=NN1C)C#N)O)(F)F